1,4-dicyanooxybenzene C(#N)OC1=CC=C(C=C1)OC#N